C(CCCCCCC\C=C/CCCCCCCC)OCCN1C(N(CC1)CCO)CCCCCCC\C=C/CCCCCCCC 1-{2-[9(Z)-octadecenyloxy]ethyl}-2-[8(Z)-heptadecenyl]-3-(2-hydroxyethyl)imidazoline